2-[(3-ethylisoxazole-4-carbonyl)amino]-2-(spiro[2.5]oct-7-yl)acetic acid C(C)C1=NOC=C1C(=O)NC(C(=O)O)C1CCCC2(CC2)C1